2-(5-Benzo[1,3]dioxol-5-yl-2-tert-butyl-3H-imidazol-4-yl)-6-methylpyridine O1COC2=C1C=CC(=C2)C2=C(NC(=N2)C(C)(C)C)C2=NC(=CC=C2)C